FC1=CC=C2C(=CC=NC2=C1)N1CCN(CC1)C(=O)[C@H]1CN(CC1)S(=O)(=O)C1=CC=C(C=C1)NC(C)=O (R)-N-(4-((3-(4-(7-fluoroquinolin-4-yl)piperazine-1-carbonyl)pyrrolidin-1-yl)sulfonyl)phenyl)acetamide